4-[5-(2-cyclopropyl-5-fluoropyridin-4-yl)-1-{[2-(trimethylsilyl)ethoxy]methyl}pyrazole-3-carbonyl]-4-azaspiro[2.5]octane-7-carboxamide C1(CC1)C1=NC=C(C(=C1)C1=CC(=NN1COCC[Si](C)(C)C)C(=O)N1C2(CC2)CC(CC1)C(=O)N)F